5-(1-cyano-1-methyl-ethyl)-2-methoxy-benzenesulfonamide C(#N)C(C)(C)C=1C=CC(=C(C1)S(=O)(=O)N)OC